2,4,6-tri-tert-butylphenyl-2-ethyl-1,3-propanediol phosphite P(O)(O)O.C(C)(C)(C)C1=C(C(=CC(=C1)C(C)(C)C)C(C)(C)C)C(C(CO)CC)O